CC1=NC=2C=CC=CC2C=2N1N=C(C2)CNC(C2=C(C=CC=C2)N2CCCC2)=O N-((5-methylpyrazolo[1,5-c]quinazolin-2-yl)methyl)-2-(pyrrolidin-1-yl)benzamide